ethyl-2,2'-bipyridine C(C)C=1C(=NC=CC1)C1=NC=CC=C1